4-(5-cyclopropyl-1H-pyrazol-3-yl)-N2-(2,4-difluorophenyl)quinazoline-2,4-diamine C1(CC1)C1=CC(=NN1)C1(NC(=NC2=CC=CC=C12)NC1=C(C=C(C=C1)F)F)N